NC=1C(=C(C(=C(C(=O)[O-])C1I)I)C(=O)[O-])I 5-amino-2,4,6-triiodoisophthalate